rac-(1-(((2R,3S,4R,5R)-5-(6-chloro-4-(cyclopentylamino)-1H-pyrazolo[3,4-d]pyrimidin-1-yl)-3,4-dihydroxytetrahydrofuran-2-yl)methoxy)-2-(2-hydroxyethoxy)ethyl)phosphonic acid ClC1=NC(=C2C(=N1)N(N=C2)[C@H]2[C@@H]([C@@H]([C@H](O2)CO[C@@H](COCCO)P(O)(O)=O)O)O)NC2CCCC2 |&1:17|